FC(C1=C(C=CC=C1)S(=O)(=O)N1CC2(C1)CN(C2)C(=O)N2C[C@H](CC2)C(=O)N)(F)F (3S)-1-[2-[2-(trifluoromethyl)phenyl]sulfonyl-2,6-diazaspiro[3.3]heptane-6-carbonyl]pyrrolidine-3-carboxamide